2,4,6-triethoxyboroxine C(C)OB1OB(OB(O1)OCC)OCC